4-(4-(bis(4-chlorophenyl)methyl)piperazin-1-yl)-6-bromo-1-methyl-2-oxo-1,2-dihydro-1,5-naphthyridine-3-carbonitrile ClC1=CC=C(C=C1)C(N1CCN(CC1)C1=C(C(N(C2=CC=C(N=C12)Br)C)=O)C#N)C1=CC=C(C=C1)Cl